5-hydroxy-3,6,7,3',4',5'-hexamethoxyflavone OC1=C2C(C(=C(OC2=CC(=C1OC)OC)C1=CC(=C(C(=C1)OC)OC)OC)OC)=O